OC1=CC(=CC=2C(C3=CC=CC(=C3C(C12)=O)O)=O)C(=O)NC1=CC=C(C=C1)N1CCOCC1 4,5-dihydroxy-N-(4-morpholinophenyl)-9,10-dioxo-9,10-dihydroanthracene-2-carboxamide